COC(CI)=O methyl-2-Iodoacetate